N-[(2S,3R,4S)-2-[(2,2'-difluoro-5'-methyl-[1,1'-biphenyl]-3-yl)methyl]-4-fluoro-1-(oxetane-2-carbonyl)pyrrolidin-3-yl]-cyclopropanesulfonamide FC1=C(C=CC=C1C[C@@H]1N(C[C@@H]([C@@H]1NS(=O)(=O)C1CC1)F)C(=O)C1OCC1)C1=C(C=CC(=C1)C)F